3-((4-(((1-(1-isopropyl-6-((2-(4-methoxypiperidin-1-yl)pyrimidin-4-yl)amino)-1H-pyrazolo[4,3-c]pyridin-3-yl)piperidin-4-yl)(methyl)amino)methyl)phenyl)amino)piperidine-2,6-dione C(C)(C)N1N=C(C=2C=NC(=CC21)NC2=NC(=NC=C2)N2CCC(CC2)OC)N2CCC(CC2)N(C)CC2=CC=C(C=C2)NC2C(NC(CC2)=O)=O